FC(C(=O)O)(F)F.ClC=1C=C2C=CN(C2=C(C1)C1=C2C(=NC=C1)C=C(S2)CN2C(CC1(CC1)CC2=O)=O)CC2(CCNCC2)C#N 4-((5-Chloro-7-(2-((5,7-dioxo-6-azaspiro[2.5]oct-6-yl)methyl)thieno[3,2-b]pyridin-7-yl)-1H-indol-1-yl)methyl)piperidine-4-carbonitrile trifluoroacetate